(+/-)-1-tert-Butyl 3-ethyl 4-(1H-indol-6-yl)-2-methyl-1,2,5,6-tetrahydropyridine-1,3-dicarboxylate N1C=CC2=CC=C(C=C12)C1=C([C@H](N(CC1)C(=O)OC(C)(C)C)C)C(=O)OCC |r|